[Na].ON1C(CCC1=O)=O N-hydroxysuccinimide sodium